6H-naphthyridine N1=CC=CC=2CCC=NC12